C(C)(C)(CCC)OC(C(=C)C)=O.ClP(C1=CC=C(C=C1)C)Cl dichloro-(4-methylphenyl)phosphine t-hexyl-methacrylate